(E)-cinnamyl propionate C(CC)(=O)OC\C=C\C1=CC=CC=C1